C(C)(C)OC(=O)C1(CN(C1)C1=NC=C(C=C1F)C1=NN(C2=CC=C(C=C12)O[C@H](C)C1=C(C=NC=C1Cl)Cl)C1OCCCC1)N 3-amino-1-[5-[5-[(1R)-1-(3,5-dichloro-4-pyridinyl)ethoxy]-1-tetrahydropyran-2-yl-indazol-3-yl]-3-fluoro-2-pyridinyl]azetidine-3-carboxylic acid isopropyl ester